BrC=1C=CC(=C(C1)NC=1C=CC(=NC1)NC(OC(C)(C)C)=O)[N+](=O)[O-] tert-butyl (5-((5-bromo-2-nitrophenyl)amino)pyridin-2-yl)carbamate